C[C@H]1[C@@H](CC[C@H]2CC[C@]3([C@@]4(CC[C@@H]5[C@](CC=6C(=NC=NC6C5(C)C)N5CCCCC5)([C@H]4CC=C3[C@H]12)C)C)C)C (1S,2R,4aS,6aS,6bR,8aR,14aR,14bR,16bS)-1,2,6a,6b,9,9,14a-heptamethyl-13-(piperidin-1-yl)-1,2,3,4,4a,5,6,6a,6b,7,8,8a,9,14,14a,14b,15,16b-octadecahydrochryseno[1,2-g]Quinazolin